Methyl-(2RS)-2-{[(E)-{2-chloro-4-fluoro-5-[3-methyl-2,6-dioxo-4-(trifluoromethyl)-3,6-dihydropyrimidin-1(2H)-yl]benzyliden}amino]oxy}propanoat COC([C@@H](C)O/N=C/C1=C(C=C(C(=C1)N1C(N(C(=CC1=O)C(F)(F)F)C)=O)F)Cl)=O |r|